2-amino-4-(butylamino)-6-((5-(pyrrolidin-1-ylmethyl)pyrazin-2-yl)methyl)pyridin NC1=NC(=CC(=C1)NCCCC)CC1=NC=C(N=C1)CN1CCCC1